ClC1=C(C=CC=C1F)CC(=O)NC1=CC(=NC=C1)N(C(C)=O)C1=CC(=CC=C1)C(F)F N-{4-[2-(2-chloro-3-fluorophenyl)acetylamino]pyridin-2-yl}-N-[3-(difluoromethyl)phenyl]acetamide